ClC1=NN2C=3CCCN(C3C=NC2=C1)C1=CC=C(C=C1)[C@@H](C(F)(F)F)N(C(=O)C1CCC(CC1)C(=O)OC)C methyl (1r,4r)-4-{[(1S)-1-(4-{4-chloro-2,3,7,10-tetraazatricyclo[7.4.0.02,6]trideca-1(9),3,5,7-tetraen-10-yl}phenyl)-2,2,2-trifluoroethyl](methyl)carbamoyl}cyclohexane-1-carboxylate